tert-butyl (2-(indolin-1-yl)-2-oxoethyl)carbamate N1(CCC2=CC=CC=C12)C(CNC(OC(C)(C)C)=O)=O